3-[3-[(E)-3-(4-Hydroxyphenyl)-3-oxoprop-1-enyl]phenoxy]propanoic acid OC1=CC=C(C=C1)C(/C=C/C=1C=C(OCCC(=O)O)C=CC1)=O